(S)-2-((((9H-fluoren-9-yl)methoxy)carbonyl)(methyl)amino)-4-(2-carbamoylphenyl)butanoic acid C1=CC=CC=2C3=CC=CC=C3C(C12)COC(=O)N([C@H](C(=O)O)CCC1=C(C=CC=C1)C(N)=O)C